C[C@@]12C(C([C@@H](CC1)C2)(C)C)=O (1R,4S)-1,3,3-Trimethylbicyclo[2.2.1]heptan-2-one